3,4-bis(phenyloxy)-5-((phenyloxy)methyl)tetrahydrofuran-2-carbonitrile C1(=CC=CC=C1)OC1C(OC(C1OC1=CC=CC=C1)COC1=CC=CC=C1)C#N